Cl.ClC1=C(C=CC(=C1F)F)C(C)(C)N 2-(2-chloro-3,4-difluorophenyl)propan-2-amine hydrochloride